N1(CC(CC1)C(=O)OCC)C(=O)OC(C)(C)C 1-tert-Butyl 3-ethyl pyrrolidine-1,3-dicarboxylate